ClC=1N=C(C2=C(N1)C(=C(N=C2)Cl)F)N2C[C@@H]1C([C@@H]1C2)NC(OCC2=CC=CC=C2)=O Benzyl ((1R,5S,6r)-3-(2,7-dichloro-8-fluoropyrido[4,3-d]pyrimidin-4-yl)-3-azabicyclo[3.1.0]hexan-6-yl)carbamate